O1CC(C1)N1CCC(CC1)N1N=CC(=C1)C1=NC2=CC=CC=C2N=C1 2-(1-(1-(oxetan-3-yl)piperidin-4-yl)-1H-pyrazol-4-yl)quinoxaline